(trimethane) borate B(O)(O)O.C.C.C